1,2,3,4-tetrahydroquinoline hydrochloride Cl.N1CCCC2=CC=CC=C12